oxo-1,6-dihydropyridazine-3-carboxylic acid methyl ester COC(=O)C1=NNC(C=C1)=O